C12CCCC(CC1)N2C=2C(=CC1=C(N=C(N=C1N[C@H](C)C1=C(C(=CC=C1)C(F)F)F)C)N2)C(=O)N(C)C 7-(8-azabicyclo[3.2.1]octan-8-yl)-4-(((R)-1-(3-(difluoromethyl)-2-fluorophenyl)ethyl)amino)-N,N,2-trimethylpyrido[2,3-d]pyrimidine-6-carboxamide